ClC(C)(Cl)[SiH3] 1,1-dichloroethylsilane